BrC1=C(C=C2C(NC(=NC2=C1)C)=O)S(=O)(=O)NC=1C=NC(=CC1)N1C[C@H](C[C@@H](C1)C)C 7-Bromo-N-(6-((trans)-3,5-dimethylpiperidin-1-yl)pyridin-3-yl)-2-methyl-4-oxo-3,4-dihydroquinazoline-6-sulfonamide